naphthalene-8-carboxylic acid C1=CC=CC2=CC=CC(=C12)C(=O)O